2-(3-methoxyphenyl)ethanamine COC=1C=C(C=CC1)CCN